C1=NC=C(C2=CC=CC=C12)N1C(N(CC1C#N)C=1NC=C(N1)C)=O 3-(isoquinolin-4-yl)-1-(4-methyl-1H-imidazol-2-yl)-2-oxoimidazolidine-4-carbonitrile